CN1CN(CC1)CCN 2-(3-methylimidazolidin-1-yl)ethanamine